2-(3-(2-hydroxyethyl)-2-oxoimidazolidin-1-yl)-4,6-bis(trifluoromethyl)phenyl (4-fluorophenyl)(methyl)carbamate FC1=CC=C(C=C1)N(C(OC1=C(C=C(C=C1C(F)(F)F)C(F)(F)F)N1C(N(CC1)CCO)=O)=O)C